C1(=CC=C(C=C1)N(C1=CC=C(C=C1)C)C1=CC=C(C=C1)C1(CCCCC1)C1=CC=C(C=C1)N(C1=CC=C(C=C1)C)C1=CC=C(C=C1)C)C Di-[4-(N,N-di-p-tolyl-amino)-phenyl]cyclohexan